FC(=C1CCC2(OCCO2)CC1)F 8-(difluoromethylene)-1,4-dioxaspiro[4.5]decane